COC1=CC=C(C=N1)C1CN(C1)[C@@H]1[C@H](CCCC1)OC=1C=C2CN(C(C2=CC1)=O)C1C(NC(CC1)=O)=O 3-(5-(((1S,2S)-2-(3-(6-meth-oxypyridin-3-yl)azetidin-1-yl)cyclohexyl)oxy)-1-oxoisoindolin-2-yl)piperidine-2,6-dione